methyl 2-[4-amino-1-(4-piperidinyl) pyrazolo[3,4-d]pyrimidin-3-yl]-3-chloro-1H-indole-6-carboxylate hydrochloride Cl.NC1=C2C(=NC=N1)N(N=C2C=2NC1=CC(=CC=C1C2Cl)C(=O)OC)C2CCNCC2